FC(C)(F)C=1C(=C(C=CC1)C(C)NS(=O)(=O)C(C)(C)C)F N-{1-[3-(1,1-difluoroethyl)-2-fluorophenyl]ethyl}-2-methylpropane-2-sulfonamide